5-chloro-7-[5-(chloromethyl)pyridin-3-yl]-N-[(2,4-dimethoxyphenyl)methyl]-7H-pyrrolo[2,3-d]pyrimidin-4-amine ClC1=CN(C=2N=CN=C(C21)NCC2=C(C=C(C=C2)OC)OC)C=2C=NC=C(C2)CCl